CC(C(=O)OOC(NC12C[C@]3(C[C@](CC(C1)C3)(C2)C)C)=O)NC(CCCCCCC(=O)NCC(=O)OOC(NC23C[C@]1(C[C@](CC(C2)C1)(C3)C)C)=O)=O Bis((((1r,3R,5S,7r)-3,5-dimethyladamantan-1-yl) carbamoyl) oxy) methyl-2,2'-octanediamidodiacetate